FC=1C=NC=C(C1)F 3,5-difluoropyridine